ClC=1C=C(C=CC1)[C@@H]1[C@H](C1)C(=O)NC1=NC=CC(=C1)OCC=1N=C2N(C=C(C=C2CCC#N)C2CC2)C1 |r| rac-(1S*,2S*)-2-(3-chlorophenyl)-N-(4-((8-(2-cyanoethyl)-6-cyclopropyl-imidazo[1,2-a]pyridin-2-yl)methoxy)pyridin-2-yl)cyclopropane-1-carboxamide